Cl.ClC=1C=C(C=CC1Cl)NN (3,4-dichlorophenyl)hydrazine hydrochloric acid salt